tert-butyl 7-[[(1R)-1-[3,6-dimethyl-4-oxo-2-(3-pyridyl)chromen-8-yl]ethyl]amino]-1-oxo-isoindoline-2-carboxylate CC1=C(OC2=C(C=C(C=C2C1=O)C)[C@@H](C)NC=1C=CC=C2CN(C(C12)=O)C(=O)OC(C)(C)C)C=1C=NC=CC1